3-(5-ethynylpyridin-3-yl)-3-[4-(7H-pyrrolo[2,3-d]pyrimidin-4-yl)-1H-pyrazol-1-yl]propanenitrile trifluoroacetate FC(C(=O)O)(F)F.C(#C)C=1C=C(C=NC1)C(CC#N)N1N=CC(=C1)C=1C2=C(N=CN1)NC=C2